2',6'-dimethoxyacetophenone COC1=C(C(=CC=C1)OC)C(C)=O